4-(3-chlorophenyl)-3-(methoxymethyl)-1,2,4-triazole ClC=1C=C(C=CC1)N1C(=NN=C1)COC